6-(trans-4-(((4-(2-Cyclopropyloxazol-4-yl)pyridin-2-yl)amino)methyl)cyclohexyl)-3-methoxypicolinonitrile C1(CC1)C=1OC=C(N1)C1=CC(=NC=C1)NC[C@@H]1CC[C@H](CC1)C1=CC=C(C(=N1)C#N)OC